CC1C=C(O)C(C(C)C)=CC=1Cl Chlorothymol